4-chlorobenzoyl-biguanide ClC1=CC=C(C(=O)NC(=N)NC(=N)N)C=C1